3-(6-((4-(4-(5,7-dimethoxy-4-oxo-3,4-dihydroquinazolin-2-yl)phenyl)piperazin-1-yl)methyl)-1-oxoisoindolin-2-yl)piperidine-2,6-dione COC1=C2C(NC(=NC2=CC(=C1)OC)C1=CC=C(C=C1)N1CCN(CC1)CC1=CC=C2CN(C(C2=C1)=O)C1C(NC(CC1)=O)=O)=O